N=C1C=CC(=CN1)CO (6-imino-1,6-dihydropyridin-3-yl)methanol